C1(CCCCC1)C[C@@H](C(=O)OCC)NC(=O)C1=NNC(=C1)C1=CC(=CC=C1)C=1OC(=CN1)C(NC(CC)CC)=O ethyl (S)-3-cyclohexyl-2-(5-(3-(5-(pentan-3-ylcarbamoyl)oxazol-2-yl)phenyl)-1H-pyrazole-3-carboxamido)propanoate